phenylenedi(triethoxysilane) C1(=C(C=CC=C1)[Si](OCC)(OCC)OCC)[Si](OCC)(OCC)OCC